OC(CN(CC[Na])CC(C)O)C N,N-bis(2-hydroxypropyl)-2-aminoethyl-sodium